2-{[(4-Ethyl-2-methyl-1,3-thiazol-5-yl)methyl]sulfanyl}-3H,5H,6H,7H-cyclopenta[d]pyrimidin-4-one trifluoroacetate salt FC(C(=O)O)(F)F.C(C)C=1N=C(SC1CSC=1NC(C2=C(N1)CCC2)=O)C